2-{3-[3-(tert-butylamino)pyrrolidin-1-yl]-1,2,4-triazin-6-yl}-5-(1-methyl-1H-[1,2,3]triazolo[4,5-b]pyridin-5-yl)phenol hydrochloride Cl.C(C)(C)(C)NC1CN(CC1)C=1N=NC(=CN1)C1=C(C=C(C=C1)C1=CC=C2C(=N1)N=NN2C)O